N-(3-chloro-4-fluorophenyl)-7-fluoro-1-((N-isopropylsulfamoyl)amino)-2,3-dihydro-1H-indene-4-carboxamide ClC=1C=C(C=CC1F)NC(=O)C=1C=2CCC(C2C(=CC1)F)NS(NC(C)C)(=O)=O